3-(9-((4-(aminomethyl)-2,6-dimethylphenyl)carbamoyl)-4,5-dihydrobenzo[b]thieno[2,3-d]oxepin-8-yl)-6-(cyclopropylcarbamoyl)picolinic acid NCC1=CC(=C(C(=C1)C)NC(=O)C1=CC2=C(OCCC3=C2SC=C3)C=C1C=1C(=NC(=CC1)C(NC1CC1)=O)C(=O)O)C